N-((3R,4S)-3-Fluoro-1-(methylsulfonyl)piperidin-4-yl)-4-(1-(3-fluoropyridin-4-yl)-2-methyl-1H-imidazol-4-yl)-5-(trifluoromethyl)pyrimidin-2-amine F[C@@H]1CN(CC[C@@H]1NC1=NC=C(C(=N1)C=1N=C(N(C1)C1=C(C=NC=C1)F)C)C(F)(F)F)S(=O)(=O)C